C[SH2+].N[C@@H](CCSC)C(=O)[O-] methionine methyl-sulfonium salt